CN(C(=O)C1=NOC(=C1)CCCOC1=C(C=C(C=C1)C1=NOC(=N1)C(F)(F)F)[N+](=O)[O-])C N,N-dimethyl-5-(3-{2-nitro-4-[5-(trifluoromethyl)-1,2,4-oxadiazol-3-yl]phenoxy}propyl)isoxazole-3-carboxamide